2,2'-thio-bis(ethanethiol) S(CCS)CCS